6-acrylamido-N-(3-chloro-4-fluorophenyl)-7-(3-morpholinopropoxy)quinazolin-4-amine C(C=C)(=O)NC=1C=C2C(=NC=NC2=CC1OCCCN1CCOCC1)NC1=CC(=C(C=C1)F)Cl